N-{4-[(3,4-dichlorophenylamino)methyl]phenyl}butyramide ClC=1C=C(C=CC1Cl)NCC1=CC=C(C=C1)NC(CCC)=O